(2S)-cyclopropylmethyl 2-(((((2R,3S,4R,5S)-5-(4-aminopyrrolo[2,1-f][1,2,4]triazin-7-yl)-2-cyano-3,4-dihydroxytetrahydrofuran-2-yl)methoxy)(phenoxy)phosphoryl)amino)-4-methylpentanoate NC1=NC=NN2C1=CC=C2[C@H]2[C@@H]([C@@H]([C@@](O2)(C#N)COP(=O)(OC2=CC=CC=C2)N[C@H](C(=O)OCC2CC2)CC(C)C)O)O